(R)-1-(3,3-difluoro-4-((5-(1-(2-fluoroethyl)-2-methyl-1H-benzo[d]imidazol-6-yl)-4-methoxypyrrolo[2,1-f][1,2,4]triazin-2-yl)amino)pyrrolidin-1-yl)ethan-1-one FC1(CN(C[C@H]1NC1=NN2C(C(=N1)OC)=C(C=C2)C=2C=CC1=C(N(C(=N1)C)CCF)C2)C(C)=O)F